C[C@H]1[C@H]([C@H]([C@@H]([C@@H](O1)O[C@@H]2[C@H]([C@@H]([C@H](O[C@H]2O)CO)O)O[C@H]3[C@@H]([C@H]([C@H]([C@H](O3)CO)O)O)O)O)O)O The molecule is a branched trisaccharidethat is alpha-L-fucopyranosyl-(1->2)-beta-D-glucopyranose in which the hydroxy group at position 3 of the glucopyranose moiety has been converted into the corresponding beta-D-galactopyranosyl derivative. It derives from a beta-D-Galp-(1->3)-beta-D-Glcp.